C(C)(C)C1=C(C=CC=C1)C=1N=CC2=C(N1)C(=CN2COCC[Si](C)(C)C)C(O)C2=CC=C(C=C2)C=2N(C=C(N2)C(F)(F)F)C [2-(2-isopropylphenyl)-5-(2-trimethylsilylethoxymethyl)pyrrolo[3,2-d]pyrimidin-7-yl]-[4-[1-methyl-4-(trifluoromethyl)imidazol-2-yl]phenyl]methanol